{2-[5-(4-carbamoyl-4-methyl-piperidine-1-sulfonyl)-pyridin-2-yloxymethyl]-3-fluoro-allyl}-carbamic acid tert-butyl ester C(C)(C)(C)OC(NCC(=CF)COC1=NC=C(C=C1)S(=O)(=O)N1CCC(CC1)(C)C(N)=O)=O